[18F]CCOC1=CC=C(C=C1)CCCN1N=CC=2C=3N(C(=NC21)N)N=C(N3)C=3OC=CC3 7-(3-(4-(2-[18F]Fluoro-ethoxy)phenyl)propyl)-2-(furan-2-yl)-7H-pyrazolo[4,3-e][1,2,4]-triazolo[1,5-c]pyrimidin-5-amin